4-(5-methylthiazol-2-yl)-1H-1,2,3-triazol CC1=CN=C(S1)C=1N=NNC1